C(C1=CC=CC=C1)(=O)OCC(COC(C1=CC=CC=C1)=O)(CCC(C)C)C(C)C 2-isopropyl-2-isopentyl-1,3-propanediol dibenzoate